(1R,3s,5S)-8-(2,2-difluoro-2-(4-((4-fluoro-3-methylphenyl)carbamoyl)pyridin-2-yl)acetyl)-8-azabicyclo[3.2.1]octane-3-carboxylic acid FC(C(=O)N1[C@H]2CC(C[C@@H]1CC2)C(=O)O)(C2=NC=CC(=C2)C(NC2=CC(=C(C=C2)F)C)=O)F